Cl.CC(C)CCC[C@@H](C)[C@H]1CC[C@H]2[C@@H]3CC=C4C[C@@H](O)CC[C@]4(C)[C@H]3CC[C@]12C Cholesterol HCl